N-[1-[5-bromo-2-[5-(difluoromethoxy)pyrimidin-2-yl]-1,2,4-triazol-3-yl]ethyl]-3,5-bis(trifluoromethyl)benzamide BrC=1N=C(N(N1)C1=NC=C(C=N1)OC(F)F)C(C)NC(C1=CC(=CC(=C1)C(F)(F)F)C(F)(F)F)=O